(E)-3-(5-((3-(4-(4-(1-(4-hydroxyphenyl)-2-phenylbut-1-en-1-yl)phenyl)piperidin-1-yl)propyl)amino)-1-oxoisoindolin-2-yl)piperidine-2,6-dione OC1=CC=C(C=C1)\C(=C(/CC)\C1=CC=CC=C1)\C1=CC=C(C=C1)C1CCN(CC1)CCCNC=1C=C2CN(C(C2=CC1)=O)C1C(NC(CC1)=O)=O